O=C[C@@H](O)[C@H](O)[C@H](O)[C@@H](O)C L-(+)-fucose